tert-butyl 3-(6-(5-(2-(pyridin-2-yloxy)acetamido)pyrazolo[1,5-a]pyridin-3-yl)pyridin-2-yl)piperidine-1-carboxylate N1=C(C=CC=C1)OCC(=O)NC1=CC=2N(C=C1)N=CC2C2=CC=CC(=N2)C2CN(CCC2)C(=O)OC(C)(C)C